4,4'-bisazidochalcone N(=[N+]=[N-])C1=CC=C(C=C1)\C=C\C(=O)C1=CC=C(C=C1)N=[N+]=[N-]